C[Si](C1=CC=C(CN2C=CC3=CC(=CC=C23)NC(C=C)=O)C=C1)(C)C N-(1-(4-(trimethylsilyl)-benzyl)-1H-indol-5-yl)acrylamide